tertbutyl (4-bromopyridin-2-yl)carbamate BrC1=CC(=NC=C1)NC(OC(C)(C)C)=O